ClC=1C=C(C=C(C1)NS(=O)(=O)C)NC(=O)C1=CC2=C(S1)C(=CC=C2)OC N-(3-chloro-5-(methylsulfonamido)phenyl)-7-methoxybenzo[b]thiophene-2-carboxamide